methylenebis(4-t-octyl-6-(benzotriazolyl)phenol) C(C1=C(C(=CC(=C1)C(C)(C)CC(C)(C)C)C1=CC=CC=2NN=NC21)O)C2=C(C(=CC(=C2)C(C)(C)CC(C)(C)C)C2=CC=CC=1NN=NC12)O